piperazine-1-thiocarboxamide N1(CCNCC1)C(N)=S